palmitamido oxide C(CCCCCCCCCCCCCCC)(=O)NONC(CCCCCCCCCCCCCCC)=O